Lauryl-methacrylat C(CCCCCCCCCCC)OC(C(=C)C)=O